[Pd+2].[OH-].[OH-] hydroxide palladium (II)